[N+](=O)([O-])C1=CC2=C(NC1=O)CCC2 3-nitro-1,5,6,7-tetrahydro-2H-cyclopenta[b]pyridin-2-one